2,6-Anhydro-4-(3-cyano-7-(3-hydroxyphenyl)-2H-indazol-2-yl)-3,4,5-trideoxy-5-isobutyramido-D-glycero-D-galacto-non-2-enonic acid C(#N)C=1N(N=C2C(=CC=CC12)C1=CC(=CC=C1)O)[C@H]1C=C(C(=O)O)O[C@H]([C@@H]1NC(C(C)C)=O)[C@H](O)[C@H](O)CO